O1COC2=C1C=C1C=CC(=C(C1=C2)C(=O)O)C(=O)O NAPHTHO[2,3-D]-1,3-DIOXOLE-5,6-DICARBOXYLIC ACID